sodium (2S,5R)-2-(N-((R)-1-acetylpyrrolidine-3-carbonyl) carbamimidoyl)-7-oxo-1,6-diazabicyclo[3.2.1]octan-6-yl sulfate S(=O)(=O)(ON1[C@@H]2CC[C@H](N(C1=O)C2)C(NC(=O)[C@H]2CN(CC2)C(C)=O)=N)[O-].[Na+]